(6S,8S)-N-(4-amino-6-methyl-5-(quinolin-3-yl)-6,7,8,9-tetrahydro-[1,2,4]triazino[1,6-a]indol-8-yl)acrylamide NC1=NC=NN2C1=C(C=1[C@H](C[C@@H](CC21)NC(C=C)=O)C)C=2C=NC1=CC=CC=C1C2